FC=1C=CC2=C(N=C(S2)[C@H]2N(CCC3=C2N=CN3)C(=O)C=3OC(=NN3)C3=NC=CC=C3)C1 (S)-(4-(5-fluorobenzo[d]thiazol-2-yl)-6,7-dihydro-1H-imidazo[4,5-c]pyridin-5(4H)-yl)(5-(pyridin-2-yl)-1,3,4-oxadiazol-2-yl)methanone